C(C)(=O)NC1=NN=C(S1)N1CCN(CC1)C(=O)OC(C)(C)C tert-Butyl 4-(5-acetamido-1,3,4-thiadiazol-2-yl)piperazine-1-carboxylate